CC1OC(CN(C1)C=1N=C(C2=C(C=NNC2=O)N1)NC1=CC=C(C=C1)OCCN1CCNCC1)C 2-(2,6-dimethylmorpholino)-4-((4-(2-(piperazin-1-yl)ethoxy)phenyl)amino)pyrimido[4,5-d]pyridazin-5(6H)-one